fluorenoazepane C1CCCNC2=C1C=1CC3=CC=CC=C3C1C=C2